Benzyl ((2S,3S)-1-(azetidin-1-ylcarbonyl)-2-([biphenyl]-3-ylmethyl) pyrrolidin-3-yl)carbamate N1(CCC1)C(=O)N1[C@H]([C@H](CC1)NC(OCC1=CC=CC=C1)=O)CC=1C=C(C=CC1)C1=CC=CC=C1